C(C)(=O)OC=1[C@@]2(C(C(=C(C[C@@H]2C[C@@H]2CC3=C(C=CC(=C3C(C12)=O)O)N(C)C)O)C(NC(C)=O)=O)=O)O (4aS,11aR,12aS)-3-(N-Acetylcarbamoyl)-10-(dimethylamino)-2,4a,7-trihydroxy-4,6-dioxo-1,4a,11,11a,12,12a-hexahydro-5-naphthacenyl acetate